[N+](=[N-])=CC(CC[C@@H](C(=O)OCC1=CC=CC=C1)NC([C@@H](C)OC)=O)=O benzyl (S)-6-diazo-2-((R)-2-methoxypropanamido)-5-oxohexanoate